(R)-ethyl 2-(3-(1-((tert-butoxycarbonyl)amino)ethyl)-2-fluorophenyl)pyrrolo[2,1-f][1,2,4]triazine-4-carboxylate C(C)(C)(C)OC(=O)N[C@H](C)C=1C(=C(C=CC1)C1=NN2C(C(=N1)C(=O)OCC)=CC=C2)F